7-iodo-3-phenyl-3,4-dihydro-2h-benzo[e][1,2,4]thiadiazine-1,1-dioxide IC1=CC2=C(NC(NS2(=O)=O)C2=CC=CC=C2)C=C1